6-[(3S)-3-aminopyrrolidin-1-yl]-N-[7-methoxy-8-(3-morpholin-4-ylpropoxy)-2,3-dihydroimidazo[1,2-c]quinazolin-5-yl]nicotinamide hydrochloride hydrate O.Cl.N[C@@H]1CN(CC1)C1=NC=C(C(=O)NC2=NC=3C(=C(C=CC3C=3N2CCN3)OCCCN3CCOCC3)OC)C=C1